COC(C)C1=C(C=NN1C)NC1=NN(C2=CC(=CC=C12)C(C)(C)O)C 2-(3-{[5-(1-methoxyethyl)-1-methyl-1H-pyrazol-4-yl]amino}-1-methyl-1H-indazol-6-yl)propan-2-ol